Diphenyl[4-(phenylsulfanyl)phenyl]sulfonium C1(=CC=CC=C1)[S+](C1=CC=C(C=C1)SC1=CC=CC=C1)C1=CC=CC=C1